FC(C1=C(C=CC=C1)C=1NC2=CC=CC=C2C1)(F)F 2-(2-(trifluoromethyl)phenyl)-1H-indole